3-bromospiro[fluorene-9,2'-[1,3]dithiolane] BrC=1C=CC2=C(C1)C1=CC=CC=C1C21SCCS1